FC=1C=C2NC(C=3N(C2=C(C1C=1C=C(C=C2C(=CNC12)C#CC)F)C)C(=NN3)COC)(C)C 7-fluoro-8-(5-fluoro-3-prop-1-ynyl-1H-indol-7-yl)-1-(methoxymethyl)-4,4,9-trimethyl-5H-[1,2,4]triazolo[4,3-a]quinoxaline